[N+](=O)([O-])C1=CC=CC=2C1=NON2 7-nitrobenzo-2,1,3-oxadiazol